5-[[2-[(3R,5S)-3-(Aminomethyl)-4,4-difluoro-5-methyl-1-piperidyl]-5-chloro-pyrimidin-4-yl]amino]-3-(3-hydroxy-3-methyl-butyl)-1-methyl-benzimidazol-2-one NC[C@@H]1CN(C[C@@H](C1(F)F)C)C1=NC=C(C(=N1)NC1=CC2=C(N(C(N2CCC(C)(C)O)=O)C)C=C1)Cl